2-ethyl-5-mercapto-1,3,4-thiadiazole C(C)C=1SC(=NN1)S